C(#N)C(CC=1SC(=CC1F)C=1C=CC2=C(N(C(O2)=O)C)C1)NC(=O)[C@H]1OCCCNC1 (2S)-N-{1-cyano-2-[3-fluoro-5-(3-methyl-2-oxo-1,3-benzoxazol-5-yl)thiophen-2-yl]ethyl}-1,4-oxazepane-2-carboxamide